2-(4-chlorophenyl)cyclopropane-1-sulfonyl chloride ClC1=CC=C(C=C1)C1C(C1)S(=O)(=O)Cl